2-fluoro-5-oxotetrahydro-1H-pyrrolizine-7a(5H)-carboxylate FC1CC2(CCC(N2C1)=O)C(=O)[O-]